C(C1=CC=CC=C1)O[C@H]1[C@H]([C@@H](O[C@]1(CO)COCC1=CC=CC=C1)N1C=2N=CNC(C2N=C1)=O)O 9-[(2R,3R,4S,5R)-4-benzyloxy-5-(benzyloxymethyl)-3-hydroxy-5-(hydroxymethyl)-tetra-hydrofuran-2-yl]-1H-purin-6-one